N[C@@H]1CN(CC1)C(=O)OC(C)(C)C tert-butyl (S)-3-amino-pyrrolidine-1-carboxylate